(S)-7-acetamido-2-difluoromethoxy-1,3-dimethoxy-N-methyl-9-oxo-5,6,7,9-tetrahydrobenzo[a]heptalen-10-carboxamide C(C)(=O)N[C@H]1CCC2=C(C3=CC=C(C(C=C13)=O)C(=O)NC)C(=C(C(=C2)OC)OC(F)F)OC